N-(2-chloro-4-(trifluoromethyl)phenyl)-2-(2-(3,6-dihydro-2H-pyran-4-yl)-5-methyl-8-oxo-5,8-dihydro-4H-spiro[furo[3,4-d][1,2,4]triazolo[1,5-a]pyrimidine-7,4'-piperidin]-4-yl)acetamide ClC1=C(C=CC(=C1)C(F)(F)F)NC(CN1C=2N(C(C3=C1C(OC31CCNCC1)C)=O)N=C(N2)C=2CCOCC2)=O